Cl.Cl.N[C@H](CC1=C(C2=NC(=CC(=C2S1)NCC=1SC=CN1)Cl)Br)C=C 2-[(2R)-2-aminobut-3-en-1-yl]-3-bromo-5-chloro-N-[(1,3-thiazol-2-yl)methyl]thieno[3,2-b]pyridin-7-amine dihydrochloride